FC1=CC(=C(C=C1)C=1C=CC=C2C=NC(=NC12)NC=1C=C(C=CC1C)NC(=O)C1=CC=C(C(=O)OCC)C=C1)OC(C)C ethyl 4-[[3-[[8-(4-fluoro-2-isopropoxy-phenyl)quinazolin-2-yl]amino]-4-methyl-phenyl]carbamoyl]benzoate